CN1N=CC=2C1=NC(=CC2N2CC1=C(CC2)N(N=C1C)CC12OCC(CC1)(CC2)N2CCCCC2)C 5-(1,6-dimethyl-1H-pyrazolo[3,4-b]pyridin-4-yl)-3-methyl-1-((4-(piperidin-1-yl)-2-oxabicyclo[2.2.2]octan-1-yl)methyl)-4,5,6,7-tetrahydro-1H-pyrazolo[4,3-c]pyridine